3-PENTADIENYL-COBALT C=CC(=CC)[Co]